C1(CC1)C1=C(C=NN1)F 5-cyclopropyl-4-fluoro-1H-pyrazol